C(C)(=O)NC1(C2=CC=CC=C2C=2C=CC=CC12)C(=O)O 9-acetamidofluorene-9-carboxylic acid